1-methyl-3-difluoromethyl-1H-pyrazole-5-ol CN1N=C(C=C1O)C(F)F